FC=1C=C2C(=C(NC2=C(C1)F)C1=CC=C(C=C1)F)C1CC(C1)NC(CO)=O N-[3-[5,7-difluoro-2-(4-fluorophenyl)-1H-indol-3-yl]cyclobutyl]-2-hydroxy-acetamide